1-methyl-3-dodecylbenzimidazole bromide [Br-].CN1CN(C2=C1C=CC=C2)CCCCCCCCCCCC